difluoro-2-(4-(trifluoromethylthio)phenyl)acetamide FC(C(=O)N)(C1=CC=C(C=C1)SC(F)(F)F)F